FC(C(=O)O)(F)F.FC1(CCC(CC1)[C@@H](C1=NC2=C(N1)C=CC(=C2F)C(C(=O)O)CC(F)(F)F)NC(=O)C2=NON=C2C)F 2-(2-{(S)-(4,4-Difluorocyclohexyl)[(4-methyl-1,2,5-oxadiazole-3-carbonyl)amino]-methyl}-4-fluoro-1H-benzimidazol-5-yl)-4,4,4-trifluorobutanoic acid, trifluoroacetate salt